2-(4,4-difluoropiperidin-1-yl)-4-(4-(ethylsulfonamido)-2-(6-azaspiro[2.5]octan-6-yl)benzamido)-N-methoxy-N-methylbenzamide FC1(CCN(CC1)C1=C(C(=O)N(C)OC)C=CC(=C1)NC(C1=C(C=C(C=C1)NS(=O)(=O)CC)N1CCC2(CC2)CC1)=O)F